CC(C(=O)NC1(CC1)CN1CCCC1)(C)N1C=C(C2=CC=CC=C12)C 2-methyl-2-(3-methyl-1H-indol-1-yl)-N-(1-(pyrrolidin-1-ylmethyl)cyclopropyl)propanamide